C(C)(C)(C)NS(=O)(=O)C1=C(C=CC(=C1)NC=1N=NC=CC1)C1=CN=C(S1)[C@@H]1CC[C@H](CC1)NC(OC(C)C)=O isopropyl trans-N-[4-[5-[2-(tert-butylsulfamoyl)-4-(pyridazin-3-ylamino)phenyl]thiazol-2-yl]cyclohexyl]carbamate